2-(2-(2-(2-(4-(N-((1,2,3,5,6,7-hexahydro-s-indacen-4-yl)carbamoyl)sulfamoyl)phenoxy)ethoxy)ethoxy)ethoxy)acetic acid C1CCC2=C(C=3CCCC3C=C12)NC(=O)NS(=O)(=O)C1=CC=C(OCCOCCOCCOCC(=O)O)C=C1